tert-butyl (4S)-4-[3-(2,4-dioxohexahydropyrimidin-1-yl)-1-methyl-indazol-6-yl]-3,3-difluoro-piperidine-1-carboxylate O=C1N(CCC(N1)=O)C1=NN(C2=CC(=CC=C12)[C@H]1C(CN(CC1)C(=O)OC(C)(C)C)(F)F)C